C(C)(C)(C)OC(=O)N1C(C2=CC(=NC=C2CC1)OC)C 7-methoxy-1-methyl-3,4-dihydro-1H-2,6-naphthyridine-2-carboxylic acid tert-butyl ester